7-(8-ethylnaphthalen-1-yl)-2-((hexahydro-1H-pyrrolizin-7a-yl)methoxy)-4-(3-(methylsulfonyl)azepan-1-yl)-5,6,7,8-tetrahydropyrido[3,4-d]pyrimidine C(C)C=1C=CC=C2C=CC=C(C12)N1CC=2N=C(N=C(C2CC1)N1CC(CCCC1)S(=O)(=O)C)OCC12CCCN2CCC1